D,L-Ethionine N[C@@H](CCSCC)C(=O)O |r|